1-((3S,4R)-4-(benzyloxy)tetrahydrofuran-3-yl)-5-(tert-butyl)-3-isothiocyanato-1H-pyrazole C(C1=CC=CC=C1)O[C@@H]1[C@H](COC1)N1N=C(C=C1C(C)(C)C)N=C=S